methyl 5-[[2-(4,5-dichloro-6-oxo-pyridazin-1-yl)acetyl]amino]-2-methyl-benzenesulfinate ClC=1C=NN(C(C1Cl)=O)CC(=O)NC=1C=CC(=C(C1)S(=O)OC)C